BrC1=CC(=C(C=C1F)N1[C@@H](CN(CC1)C(=O)OC(C)(C)C)CO)F tert-butyl (S)-4-(4-bromo-2,5-difluorophenyl)-3-(hydroxymethyl)piperazine-1-carboxylate